C(CCCCCCCCCCCCCCCCCCCCCCCCCCCCCCCCCC)(=O)OCCCCCCCC\C=C/CCCCCCCC Oleyl Pentatriacontanoate